S(=O)(=O)(O)OC[C@@H]([C@@H]1C(=C(C(=O)O1)O)O)O L-ascorbic acid 6-sulfate